N=[SH2](CC1CNCCC1)C imino(methyl)(piperidin-3-ylmethyl)-lambda6-sulfane